C(CCCCCCCCN)N nonanylenediamine